NC1=C(SC2=NC(=CN=C21)C)C(=O)NC2CC=1C=CC(=NC1CC2)N2CC1(CCN1)C(C2)OC 7-amino-N-(2-{8-methoxy-1,6-diazaspiro[3.4]octan-6-yl}-5,6,7,8-tetrahydroquinolin-6-yl)-3-methylthieno[2,3-b]pyrazine-6-carboxamide